(4-hydroxyphenyl)ethyl (3s,4E)-4-formyl-3-(2-oxoethyl)hex-4-enoate C(=O)\C(\[C@H](CC(=O)OCCC1=CC=C(C=C1)O)CC=O)=C\C